C(C)(C)(C)OC(=O)NCC1(CCN(CC1)C=1N=CC(=NC1)SC=1C(=C(C=CC1)C1CCN(CC1)C(=O)OCC[Si](C)(C)C)Cl)C 2-(Trimethylsilyl)ethyl 4-(3-((5-(4-(((tert-butoxycarbonyl)amino)methyl)-4-methylpiperidin-1-yl)pyrazin-2-yl)thio)-2-chlorophenyl)piperidine-1-carboxylate